ClC1=CNC2=C(C=CC=C12)NS(=O)(=O)C1=CC=C(C=C1)S(=O)(=O)N N-(3-chloro-7-indolyl)-1,4-benzenedisulfonamide